C(CCCCCCC)OC1=CC=C(C=C1)C1CC=2C=CC3=CC=CC=C3C2C=C1 2-(4-n-octyloxyphenyl)-1H-phenanthrene